Cl.FC(F)(F)N1N=CC=CC1=O (trifluoromethyl)pyridazin-3(2H)-one hydrochloride